N-(4-cyclopropyl-1-oxophthalazin-2(1H)-yl)-2-(3,5-difluorophenyl)acetamide C1(CC1)C1=NN(C(C2=CC=CC=C12)=O)NC(CC1=CC(=CC(=C1)F)F)=O